[NH3+][C@@]1(CCC2=CC=CC=C12)OCCS(=O)(=O)CCOC1CC2=CC=CC=C2C1 (1S,2R)-2-{2-[(2-{[(1S,2R)-1-Ammonio-2,3-dihydro-1H-indenyl]oxy}ethyl)sulfonyl]ethoxy}-2,3-dihydro-1H-inden